C(#N)CC1=CC=C(C=C)C=C1 4-(cyanomethyl)styrene